N[C@H]1[C@H](CC[C@@H](CC(=O)OCC2=CC=CC=C2)NC(C[C@@H](CCCCCCCCCCC)OC(CCCCCCCCC)=O)=O)O[C@@H]([C@H]([C@@H]1OC(C[C@@H](CCCCCCCCCCC)OC(CCCCCCCCC)=O)=O)O)CO Benzyl 7-amino-6,10-Anhydro-8-O-[(3R)-3-(decanoyloxy) tetradecanoyl]-3-{[(3R)-3-(decanoyloxy) Tetradecanoyl] amino}-2,3,4,5,7-pentadeoxy-D-erythro-L-galacto-undeconate